(R)-2-((5-(2-(6-amino-2-methylhexan-3-yl)-2,6-diazaspiro[3.4]octan-6-yl)-1,2,4-triazin-6-yl)oxy)-N-ethyl-5-fluoro-N-isopropylbenzamide hydrochloride Cl.NCCC[C@H](C(C)C)N1CC2(C1)CN(CC2)C=2N=CN=NC2OC2=C(C(=O)N(C(C)C)CC)C=C(C=C2)F